CN(C(=O)C=1C=C(C=CC1)NC(=O)C1(CCN(CC1)C(=O)OC(C)(C)C)C)C tert-butyl 4-{N-[3-(dimethylcarbamoyl)phenyl]carbamoyl}-4-methylpiperidine-1-carboxylate